[C@H]12CC\C=C/CC[C@@H]2C1C(=O)OCC (1R-8S,9s,Z)-ethyl bicyclo[6.1.0]non-4-ene-9-carboxylate